NC1=C(C=CC=C1)C1=C(C=CC=C1)[Pd+] [2-(2-aminophenyl)phenyl]palladium(II)